tetramethyl-2-naphthyl acetate C(C)(=O)OC1=C(C2=CC=CC(=C2C(=C1C)C)C)C